methyl 2-[3-[1-[6-(5-cyclopropyl-4H-1,2,4-triazol-3-yl)-2-azaspiro[3.3]heptane-2-carbonyl]azetidin-3-yl]oxyphenyl]-2-methyl-propanoate C1(CC1)C=1NC(=NN1)C1CC2(CN(C2)C(=O)N2CC(C2)OC=2C=C(C=CC2)C(C(=O)OC)(C)C)C1